C(C)N(C(=O)C1=NOC2=C1C=CC(=C2)NC(NCC2=CC=NC=C2)=O)CC N,N-diethyl-6-({[(pyridin-4-yl)methyl]carbamoyl}amino)-1,2-benzoxazole-3-carboxamide